ethyl 3-(7-{[(2R)-2-cyclopropyl-7-hydroxy-2,3-dihydropyrido[2,3-f][1,4]oxazepin-4(5H)-yl]methyl}-1-benzothiophen-5-yl)-3-(1,4-dimethyl-1H-benzotriazol-5-yl)propanoate C1(CC1)[C@H]1OC2=C(CN(C1)CC1=CC(=CC=3C=CSC31)C(CC(=O)OCC)C3=C(C1=C(N(N=N1)C)C=C3)C)N=C(C=C2)O